C(C)(C)NC1CC(CC(C1)(C)C)(C)CNC(C)C N-isopropyl-3-[(isopropylamino)methyl]-3,5,5-trimethyl-cyclohexanamine